(1s,4s)-4-(2-(cyclopentylamino)-8-(2,3-dichloro-4-cyanophenylamino)-9H-purin-9-yl)cyclohexanecarboxamide C1(CCCC1)NC1=NC=C2N=C(N(C2=N1)C1CCC(CC1)C(=O)N)NC1=C(C(=C(C=C1)C#N)Cl)Cl